C[C@H]1N([C@@H](CN(C1)C1=NC=C(N=C1)C(F)(F)F)C)C(=O)OC1CC2(CN(C2)CC2=CC=NC=C2)C1 2-(pyridin-4-ylmethyl)-2-azaspiro[3.3]heptan-6-yl (2R,6R)-2,6-dimethyl-4-[5-(trifluoromethyl)pyrazin-2-yl]piperazine-1-carboxylate